4-chloro-6-(4-((6-methoxypyridin-3-yl)oxy)piperidin-1-yl)-5-methyl-N-(2-(pyridin-4-yl)ethyl)pyrimidine-2-carboxamide ClC1=NC(=NC(=C1C)N1CCC(CC1)OC=1C=NC(=CC1)OC)C(=O)NCCC1=CC=NC=C1